4-(2-chloro-7-(2-(pyridin-2-yl)vinyl)thieno[3,2-d]Pyrimidin-4-yl)-3-methylmorpholine ClC=1N=C(C2=C(N1)C(=CS2)C=CC2=NC=CC=C2)N2C(COCC2)C